S(=O)(=O)(ON1C2CCC(N(C1=O)C2)COC(F)(F)F)O 7-oxo-2-[(trifluoromethoxy)methyl]-1,6-diazabicyclo[3.2.1]octan-6-yl hydrogen sulfate